5-[4-(2-fluorophenoxy)piperidine-1-carbonyl]-6-methyl-N-(1-methylcyclopropyl)furo[2,3-d]pyrimidin-4-amine FC1=C(OC2CCN(CC2)C(=O)C2=C(OC=3N=CN=C(C32)NC3(CC3)C)C)C=CC=C1